tert-butyl 4-(4-(6-amino-2-fluoro-5-(1-oxo-1,2,3,4-tetrahydroisoquinolin-6-yl)pyridin-3-yl) phenyl)-4-hydroxypiperidine-1-carboxylate NC1=C(C=C(C(=N1)F)C1=CC=C(C=C1)C1(CCN(CC1)C(=O)OC(C)(C)C)O)C=1C=C2CCNC(C2=CC1)=O